3-methoxy-5-methylpyrazin-2-yl-N-(methoxymethyl)pyridine-3-sulphonamide COC=1C(=NC=C(N1)C)C1=NC=CC=C1S(=O)(=O)NCOC